N-((R)-8,9-difluoro-6-oxo-1,4,5,6-tetrahydro-2H-pyrano[3,4-c]isoquinolin-1-yl)-4-fluoro-N-methylbicyclo[4.2.0]octa-1(6),2,4-triene-7-carboxamide FC=1C(=CC=2C3=C(NC(C2C1)=O)COC[C@@H]3N(C(=O)C3C=1C=C(C=CC1C3)F)C)F